2-(bis(3-methoxybenzyl)amino)thiazole-4-carboxylic acid ethyl ester C(C)OC(=O)C=1N=C(SC1)N(CC1=CC(=CC=C1)OC)CC1=CC(=CC=C1)OC